[7-(1-octylnonoxy)-7-oxo-heptyl] (2S)-4-hydroxypyrrolidine-2-carboxylate OC1C[C@H](NC1)C(=O)OCCCCCCC(=O)OC(CCCCCCCC)CCCCCCCC